(S)-N-(6-(4-(1-naphthoyl)piperazin-1-yl)-5-(ethylsulfonamido)-6-oxohexyl)acrylamide C1(=CC=CC2=CC=CC=C12)C(=O)N1CCN(CC1)C([C@H](CCCCNC(C=C)=O)NS(=O)(=O)CC)=O